C12C(C(C(CC1)C2)C(=O)O)C(=O)O endo-bicyclo[2.2.1]heptane-2,3-dicarboxylic acid